aluminum sulfide [S-2].[Al+3].[S-2].[S-2].[Al+3]